NC1=NC=NN2C1=C(C=C2C=2C=C(C(=NC2)OC)C(=O)N[C@@H]2CN(C[C@@H]2F)C2CCC1=CC=CC=C21)C(F)(F)F 5-[4-amino-5-(trifluoromethyl)-pyrrolo[2,1-f][1,2,4]triazin-7-yl]-N-[(3R,4S)-1-(2,3-dihydro-1H-inden-1-yl)-4-fluoro-pyrrolidin-3-yl]-2-methoxy-pyridine-3-carboxamide